2-((1-(2-(4,4-dimethylpiperidin-1-yl)-7-methyl-4-oxo-4H-pyrido[1,2-a]pyrimidin-9-yl)ethyl)amino)benzoic acid CC1(CCN(CC1)C=1N=C2N(C(C1)=O)C=C(C=C2C(C)NC2=C(C(=O)O)C=CC=C2)C)C